L-2,6-dichloro-4-nitrophenol ClC1=C(C(=CC(=C1)[N+](=O)[O-])Cl)O